rac-7-hydroxy-2-azaspiro[3.3]heptane-2-carboxylic acid tert-butyl ester C(C)(C)(C)OC(=O)N1CC2(C1)CC[C@H]2O |r|